C[Sn](CCCCCCCC)(CCCCCCCC)C di(methyl)di(n-octyl)tin (IV)